ClC1=CC=C(C=C1)C1=CC(=NC(=N1)C=1C=NC=CC1)N1C[C@H]([C@@H](CC1)CO)F ((3S,4S)-1-(6-(4-chlorophenyl)-2-(pyridin-3-yl)pyrimidin-4-yl)-3-fluoropiperidin-4-yl)methanol